C1(CC1)CN(C1=CC=CC=C1)C1=CC=C(C=N1)C1CN(C1)C(=O)N1C[C@@H](CC1)C1=NN=NN1 [3-[6-[N-(Cyclopropylmethyl)anilino]-3-pyridyl]azetidin-1-yl]-[(3R)-3-(1H-tetrazol-5-yl)pyrrolidin-1-yl]methanone